2-chloro-8-({4-[5-methyl-3-(trifluoromethyl)-1H-pyrazol-1-yl]phenyl}methyl)-5,6,7,8-tetrahydropteridin-6-one 6-(thiazolo[5,4-c]pyridin-4-yl)-2,6-diazaspiro[3.4]octane-8-carboxylate N1=CSC=2C(=NC=CC21)N2CC1(CNC1)C(C2)C(=O)O.ClC2=NC=1N(CC(NC1C=N2)=O)CC2=CC=C(C=C2)N2N=C(C=C2C)C(F)(F)F